tert-butyl 4-(5-(2-methylimidazo[1,2-a]pyrazine-6-carboxamido) pyridin-2-yl)piperazine-1-carboxylate CC=1N=C2N(C=C(N=C2)C(=O)NC=2C=CC(=NC2)N2CCN(CC2)C(=O)OC(C)(C)C)C1